CN(CC#CC(=O)N1C2C(N(CC1CC2)C=2SC(=CC2)C)=O)C 8-(4-(dimethylamino)but-2-ynoyl)-3-(5-methylthiophen-2-yl)-3,8-diazabicyclo[3.2.1]octan-2-one